N-NONYLCYCLOPENTANE CCCCCCCCCCCCC(C)CC